ClC1=NC=CC2=C1OC=1N=C(N=C(C12)N1CCOC[C@](C1)(O)C)OC[C@]12CCCN2C[C@@H](C1)F (S)-4-(8-chloro-2-(((2R,7aS)-2-fluorotetrahydro-1H-pyrrolizin-7a(5H)-yl)methoxy)pyrido[4',3':4,5]furo[2,3-d]pyrimidin-4-yl)-6-methyl-1,4-oxazepan-6-ol